FC=1C=C2CCC(C2=CC1)C1=C(C(=O)O)C=CC(=C1)C(F)(F)F 2-(5-fluoro-2,3-dihydro-1H-inden-1-yl)-4-(trifluoromethyl)benzoic acid